5-(2-Isopropyl-4-methoxy-5-trifluoromethoxy-phenoxy)-pyrimidine-2,4-diamine C(C)(C)C1=C(OC=2C(=NC(=NC2)N)N)C=C(C(=C1)OC)OC(F)(F)F